3-(2-Methyltetrazol-5-yl)-N-[1,1,2,2-tetradeuterio-2-[10-oxo-6-(2,2,2-trifluoroethoxy)-1,5,11-triazatricyclo[7.4.0.02,7]trideca-2(7),3,5,8-tetraen-11-yl]ethyl]benzamide CN1N=C(N=N1)C=1C=C(C(=O)NC(C(N2C(C3=CC=4C(=NC=CC4N3CC2)OCC(F)(F)F)=O)([2H])[2H])([2H])[2H])C=CC1